diPotassium Hydrogen orthophosphate P(=O)(O)([O-])[O-].[K+].[K+]